1-((3R,5R,8R,9R,10S,13S,14S,17S)-3-hydroxy-3-methylhexadecahydro-1H-cyclopenta[a]phenanthren-17-yl)ethan-1-one O[C@@]1(CC[C@@H]2[C@H]3CC[C@@H]4[C@H](CC[C@H]4[C@@H]3CC[C@@H]2C1)C(C)=O)C